C1(CCCC1)[C@@H]1C[C@@H]2CC[C@H]3[C@@H]4CC[C@@H]([C@@]4(C)CC[C@@H]3[C@]2(CC1)C)O 3β-cyclopentyl-5α-androstane-17β-ol